NC1=NC(=NC=C1OC1=C(C=C(C(=C1)Br)OC)C(C)C)NC(CCO)CCO 3-[4-Amino-5-(5-bromo-2-isopropyl-4-methoxy-phenoxy)-pyrimidin-2-ylamino]-pentane-1,5-diol